1-(4-fluoro-2-methylphenyl)-3-(6-methoxypyridazin-3-yl)-7-(trifluoromethyl)-2,3-dihydroquinazolin-4(1H)-one FC1=CC(=C(C=C1)N1CN(C(C2=CC=C(C=C12)C(F)(F)F)=O)C=1N=NC(=CC1)OC)C